3-(2,4-Difluorophenoxy)-7-(2,2,2-trifluoro-1-(2-phenylpyrrolidin-1-yl)ethyl)-1,6-naphthyridine FC1=C(OC=2C=NC3=CC(=NC=C3C2)C(C(F)(F)F)N2C(CCC2)C2=CC=CC=C2)C=CC(=C1)F